C(C)N1C(=NC=2C1=NC=C(N2)SC=2C(=NC=CC2)C(F)(F)F)N2CCC(CC2)(N)C 1-(1-Ethyl-5-[(2-(trifluoromethyl)pyridin-3-yl)thio]-1H-imidazo[4,5-b]pyrazin-2-yl)-4-methylpiperidin-4-amine